C1(CC1)C1=CC(=NN1C1OCCCC1)NC1=CC2=C(C(=NO2)N(S(=O)(=O)C2=C(C=C(C=C2OC)CN(C)C)OC)CC2=CC=C(C=C2)OC)C=C1OC N-(6-{[5-Cyclopropyl-1-(oxan-2-yl)-1H-pyrazol-3-yl]amino}-5-methoxy-1,2-benzoxazol-3-yl)-4-[(dimethylamino)methyl]-2,6-dimethoxy-N-[(4-methoxyphenyl)methyl]benzene-1-sulfonamide